Trans-2-[2-[4-[4-amino-3-(4-phenoxyphenyl)pyrazolo[3,4-d]pyrimidin-1-yl]-3-fluoro-1-piperidinyl]-7-azaspiro[3.5]non-7-yl]acetic acid hydrochloride Cl.NC1=C2C(=NC=N1)N(N=C2C2=CC=C(C=C2)OC2=CC=CC=C2)[C@H]2[C@@H](CN(CC2)C2CC1(C2)CCN(CC1)CC(=O)O)F